C(#N)C1=CC(=C(C(=C1)C(C)C)CC(=O)OC(C)(C)C)C1=CC(=NC=C1)F tert-butyl 2-(4-cyano-2-(2-fluoropyridin-4-yl)-6-isopropylphenyl)-acetate